[F].C(C)(=O)OF fluoro acetate fluorine